1-(2-(4-(2,4-difluorophenoxy)piperidin-1-yl)-3-(1-methyl-1H-pyrazol-4-yl)pyrido[3,4-b]pyrazin-7-yl)ethane-1,2-diol FC1=C(OC2CCN(CC2)C=2N=C3C(=NC2C=2C=NN(C2)C)C=NC(=C3)C(CO)O)C=CC(=C1)F